3-[3-methyl-2-oxo-5-(3-[2-[2-(prop-2-yn-1-yloxy)ethoxy]ethoxy]prop-1-yn-1-yl)-2,3-dihydro-1H-1,3-benzodiazol-1-yl]piperidine-2,6-dione CN1C(N(C2=C1C=C(C=C2)C#CCOCCOCCOCC#C)C2C(NC(CC2)=O)=O)=O